butyl 4-(4-aminophenyl)piperazine-1-carboxylate dihydrochloride Cl.Cl.NC1=CC=C(C=C1)N1CCN(CC1)C(=O)OCCCC